dimethyl (E)-(2-(1-benzylpiperidin-4-yl)vinyl)phosphonate C(C1=CC=CC=C1)N1CCC(CC1)/C=C/P(OC)(OC)=O